5-morpholinoquinoline O1CCN(CC1)C1=C2C=CC=NC2=CC=C1